1-[2-[3-[4-fluoro-2-(2-methoxyethoxy)phenyl]-6-(1-methylpyrazol-4-yl)-2-pyridinyl]-6,7-dihydro-4H-pyrazolo[1,5-a]pyrazin-5-yl]prop-2-en-1-one FC1=CC(=C(C=C1)C=1C(=NC(=CC1)C=1C=NN(C1)C)C1=NN2C(CN(CC2)C(C=C)=O)=C1)OCCOC